7-{2-[2-(benzyloxy)ethoxy]ethyl}-2-[3-(methoxymethoxy)pyridin-4-yl]-1H,5H,6H,7H-pyrrolo[3,2-c]pyridin-4-one C(C1=CC=CC=C1)OCCOCCC1C2=C(C(NC1)=O)C=C(N2)C2=C(C=NC=C2)OCOC